3-amino-N-{4-[3-aminopiperidin-1-yl]-7-hydroxy-6,7-dihydro-5H-cyclopenta[b]pyridin-3-yl}-6-(2,6-difluorophenyl)-5-fluoropyridine-2-carboxamide NC=1C(=NC(=C(C1)F)C1=C(C=CC=C1F)F)C(=O)NC=1C(=C2C(=NC1)C(CC2)O)N2CC(CCC2)N